Vinyl-tris(β-methoxyethoxy)silane C(=C)[Si](OCCOC)(OCCOC)OCCOC